ClC=1C=C(C=CC1Cl)C=1N=C(SC1SC(C)C)N1N=C(C(=C1C(=O)O)C1=CC(=CC=C1)F)C(C)C 1-(4-(3,4-dichlorophenyl)-5-(isopropylthio)thiazol-2-yl)-4-(3-fluorophenyl)-3-isopropyl-1H-pyrazole-5-carboxylic acid